2-Ethoxy-5-(phenylselanyl)-6-(o-tolyl)-3,4-dihydro-1,2-oxaphosphinine 2-oxide C(C)OP1(OC(=C(CC1)[Se]C1=CC=CC=C1)C1=C(C=CC=C1)C)=O